tert-butyl rel-(trans)-3-cyano-4-(2-oxo-1,2-dihydropyridin-4-yl)pyrrolidine-1-carboxylate C(#N)[C@@H]1CN(C[C@H]1C1=CC(NC=C1)=O)C(=O)OC(C)(C)C